5-bromo-2-oxo-6-(trifluoromethyl)-1,2-dihydropyridine-3-carbonitrile BrC=1C=C(C(NC1C(F)(F)F)=O)C#N